BrC1=C(C=C(C=C1Cl)C1(CC1)C(=N)NO)Cl 1-(4-bromo-3,5-dichlorophenyl)-N-hydroxycyclopropane-1-carboxamidine